6'-(piperidin-2-yl)-1',4'-dihydro-2'H-spiro[cyclopropane-1,3'-quinolin]-2'-one N1C(CCCC1)C=1C=C2CC3(C(NC2=CC1)=O)CC3